silver-titanium dioxide [O-2].[O-2].[Ti+4].[Ag+]